1-(4-(4-((tert-butyldimethylsilyl)oxy)butyl)-2-isopropylpyridin-3-yl)-4,7-dichloro-6-fluoropyrido[2,3-d]pyrimidin-2(1H)-one [Si](C)(C)(C(C)(C)C)OCCCCC1=C(C(=NC=C1)C(C)C)N1C(N=C(C2=C1N=C(C(=C2)F)Cl)Cl)=O